FC(CNS(=O)(=O)C1=CC=C(C=C1)NC1=NC=C(C(=N1)N1[C@H](COC2(CC2)C1)C)F)F N-(2,2-difluoroethyl)-4-({5-fluoro-4-[(6S)-6-methyl-4-oxa-7-azaspiro[2.5]octan-7-yl]pyrimidin-2-yl}amino)benzenesulfonamide